(6aR)-6a,7,8,9-tetrahydro-6H,11H-pyrido[2',3':4,5]pyrrolo[1,2-a]pyrrolo[1,2-d]pyrazin-11-one N1=CC=CC2=C1C=C1N2C[C@@H]2N(C1=O)CCC2